N1(CCC1)C1=NC(=NC2=C(C=C(C=C12)S(=O)(=O)NC1(CC1)C)N1C[C@@H](N[C@H](C1)C)C)C 4-(azetidin-1-yl)-8-((3S,5S)-3,5-dimethylpiperazin-1-yl)-2-methyl-N-(1-methylcyclopropyl)quinazoline-6-sulfonamide